C(C=1OC=CC1)(C=1OC=CC1)C=1OC=CC1 2,2',2''-methanetriyl-trifuran